NC1=NC(N(C=C1)[C@@H]1O[C@]([C@H]([C@@]1(C)O)O)(C)CO)=O 4-amino-1-((2R,3R,4S,5R)-3,4-dihydroxy-5-(hydroxymethyl)-3,5-dimethyltetrahydrofuran-2-yl)pyrimidin-2(1H)-one